BrC1=C(C=CC(=C1)Cl)N1N=CC=C1C(=O)N 1-(2-Bromo-4-chlorophenyl)-1H-pyrazole-5-carboxamide